erbium gadolinium germanium [Ge].[Gd].[Er]